2-(2-(2,3-difluoropropoxy)phenyl)-4,4,5,5-tetramethyl-1,3,2-dioxaborolane FC(COC1=C(C=CC=C1)B1OC(C(O1)(C)C)(C)C)CF